S(=O)(=O)(O)N[C@@H](CC1=CC=CC=C1)C(=O)O sulfophenylalanine